8'-fluoro-7'-iodo-6'-[(2-methoxyethoxy)methoxy]-3',4'-dihydro-1'H-spiro[[1,3]dioxolane-2,2'-naphthalene] FC=1C(=C(C=C2CCC3(CC12)OCCO3)OCOCCOC)I